(S)-N-(5-(2-(1-isopropylpyrrolidin-2-yl)acetamido)-2-methylpyridin-3-yl)-6-(1-methyl-1H-pyrazol-4-yl)pyrazolo[1,5-a]pyrazine-3-carboxamide C(C)(C)N1[C@@H](CCC1)CC(=O)NC=1C=C(C(=NC1)C)NC(=O)C=1C=NN2C1C=NC(=C2)C=2C=NN(C2)C